OCCCC1=CC=C(C=C1)OB(O)O (4-(3-hydroxypropyl)phenyl)boric acid